FC=1C(=CC2=C(C(N3[C@@H](CO2)C[C@@H](C3)O)=O)C1OCC(F)(F)F)C (2S,11aR)-7-fluoro-2-hydroxy-8-methyl-6-(2,2,2-trifluoroethoxy)-2,3,11,11a-tetrahydro-1H,5H-benzo[f]pyrrolo[2,1-c][1,4]oxazepine-5-one